6-(2,4-Dimethoxypyrimidin-5-yl)-8-((1S,2S)-2-(fluoromethyl)cyclopropyl)imidazo[1,2-b]pyridazine COC1=NC=C(C(=N1)OC)C=1C=C(C=2N(N1)C=CN2)[C@@H]2[C@H](C2)CF